NC1=NC=C(C(=C1)SC=1C=2N(C=NC1)C=CN2)Cl 8-((2-amino-5-chloropyridin-4-yl)thio)imidazo[1,2-c]pyrimidin